1-(2-aminopyridin-3-yl)-3-(3-(trifluoromethyl)phenyl)prop-2-yn-1-one NC1=NC=CC=C1C(C#CC1=CC(=CC=C1)C(F)(F)F)=O